1-[2-(5-Bromo-2-phenyl-3H-benzimidazol-4-yl)phenyl]ethanon BrC1=C(C2=C(N=C(N2)C2=CC=CC=C2)C=C1)C1=C(C=CC=C1)C(C)=O